2-(((1R)-1-(2-cyano-7-methyl-3-(tetrahydro-1H,3H-spiro[pyrrolo[2,1-c][1,4]oxazine-4,5'-[1,3]oxazinan]-3'-yl)quinoxalin-5-yl)ethyl)amino)benzoic acid C(#N)C1=NC2=CC(=CC(=C2N=C1N1COCC2(C1)N1C(COC2)CCC1)[C@@H](C)NC1=C(C(=O)O)C=CC=C1)C